C(C)(C)(C)[Si](OC1CN(C1)S(=O)(=O)C1=C(C=CC=C1)O)(C)C 2-[3-[tert-butyl-(dimethyl)silyl]oxyazetidin-1-yl]sulfonyl-phenol